C(C)C1CC(CCC1CC)O 3,4-diethylcyclohexanol